ClC1=CC=C(C=C1)CC1=NSC(=N1)OC1=CC(=C(C=C1C)N=CN(C)CC)C N'-[4-[[3-[(4-chlorophenyl)methyl]-1,2,4-thiadiazol-5-yl]oxy]-2,5-dimethyl-phenyl]-N-ethyl-N-methyl-formamidine